NC1=C(C=CC(=C1)C(=O)[O-])C1=C(C=C(C=C1)C(=O)[O-])N 2,2'-diamino-1,1'-biphenyl-4,4'-dicarboxylate